3-[(2-bromo-4-iodophenoxy)methyl]-tetrahydrofuran BrC1=C(OCC2COCC2)C=CC(=C1)I